methyl 4-(5H-pyrido[3'',4'':4',5']pyrrolo[3',2':4,5]imidazolo[1,2-c]pyrimidin-5-yl)benzoate C1=NC=CC2=C1C=1N=C3N(C=NC=C3)C1N2C2=CC=C(C(=O)OC)C=C2